6-chlorotetrazolo[1,5-b]pyridazine ClC=1C=CC=2N(N1)N=NN2